C(C)(C)(C)OC(=O)N(C(OC(C)(C)C)=O)C1=C(C(=CC=C1)F)[N+](=O)[O-] tert-butyl (tert-butoxycarbonyl)(3-fluoro-2-nitrophenyl)carbamate